((trans)-4-(3-chlorophenyl)-1-(2,2,2-trifluoroethyl)pyrrolidin-3-yl)-3-(2-phenyl-2,4,5,6-tetrahydrocyclopenta[c]pyrazol-3-yl)urea ClC=1C=C(C=CC1)[C@H]1[C@@H](CN(C1)CC(F)(F)F)NC(=O)NC1=C2C(=NN1C1=CC=CC=C1)CCC2